(R)-2'-ethoxy-5-((2-(indoline-1-carbonyl)-2-azaspiro[3.3]heptan-6-yl)oxy)-N-(pyrrolidin-3-yl)-[2,3'-bipyridine]-6-carboxamide formate C(=O)O.C(C)OC1=NC=CC=C1C1=NC(=C(C=C1)OC1CC2(CN(C2)C(=O)N2CCC3=CC=CC=C23)C1)C(=O)N[C@H]1CNCC1